(R)-N-((S)-cyclopropyl(4-(trifluoromethyl)phenyl)methyl)-2-methylpropane-2-sulfinamide C1(CC1)[C@H](N[S@](=O)C(C)(C)C)C1=CC=C(C=C1)C(F)(F)F